CN1CCN(CC1)C1=CC=C(C=N1)C=1C=C2C=C(NC2=CC1)C(=O)NCCNC(OC(C)(C)C)=O tert-butyl (2-(5-(6-(4-methylpiperazin-1-yl)pyridin-3-yl)-1H-indole-2-carboxamido)ethyl)carbamate